(1s,4s)-4-((5-(1-(2,2-difluoroethyl)-2-methyl-1H-benzo[d]imidazol-6-yl)-4-methoxy-7H-pyrrolo[2,3-d]pyrimidin-2-yl)amino)-N,N-dimethylcyclohexane-1-carboxamide FC(CN1C(=NC2=C1C=C(C=C2)C2=CNC=1N=C(N=C(C12)OC)NC1CCC(CC1)C(=O)N(C)C)C)F